5-Chloro-2-(1H-imidazol-2-yl)pyridin-3-yl 3-deoxy-3-[4-(2-hydroxythiazol-4-yl)-1H-1,2,3-triazol-1-yl]-1-thio-α-D-galactopyranoside OC=1SC=C(N1)C=1N=NN(C1)[C@@H]1[C@H]([C@@H](SC=2C(=NC=C(C2)Cl)C=2NC=CN2)O[C@@H]([C@@H]1O)CO)O